BrC1=CC(=C(C=C1OC)CC(C(=O)O)C)OC 3-(4-bromo-2,5-dimethoxy-phenyl)-2-methylpropanoic acid